C(C)(=O)N1C(C(C=C1C1=CC=CC=C1)(C)CS(=O)(=O)C=1C=CC2=C(CCO2)C1)=O 1-acetyl-3-(((2,3-dihydrobenzofuran-5-yl)sulfonyl)methyl)-3-methyl-5-phenyl-1,3-dihydro-2H-pyrrole-2-one